O1CCOCCN(CCOCCOCCN(CC1)CC1=CC=CC(=N1)C(=O)O)CC1=CC=CC(=N1)C(=O)O 6,6'-[1,4,10,13-tetraoxa-7,16-diazacyclooctadecane-7,16-diylbis(methylene)]dipyridine-2-carboxylic acid